3-hydroxy-2,2-diethylbutyrate OC(C(C(=O)[O-])(CC)CC)C